(1S)-1-[(2S)-1-methylpyrrolidin-2-yl]ethanol T-butyl-nonane-3-carboxylate C(C)(C)(C)CCC(CCCCCC)C(=O)O[C@@H](C)[C@H]1N(CCC1)C